FC1(C[C@@H](N(C1)C(CN)=O)C#N)F (R)-4,4-difluoro-1-glycylpyrrolidine-2-carbonitrile